(R)-2-chloro-N-(5-chloro-6-(4-(hydroxymethyl)-2H-1,2,3-triazol-2-yl)pyridin-3-yl)-8,8-dimethyl-7,8-dihydro-6H-cyclopenta[e]pyrazolo[1,5-a]pyrimidine-6-carboxamide ClC1=NN2C(N=CC3=C2C(C[C@H]3C(=O)NC=3C=NC(=C(C3)Cl)N3N=CC(=N3)CO)(C)C)=C1